4-methylbicyclo[2.2.2]oct-2-ene-1-carboxylate CC12C=CC(CC1)(CC2)C(=O)[O-]